FC=1C=C2N(CCN(C2=CC1)C(C(C)N1CCCCC1)=O)C1=CC=C(C=C1)F 1-(6-fluoro-4-(4-fluorophenyl)-3,4-dihydroquinoxaline-1(2H)-yl)-2-(piperidin-1-yl)propan-1-one